[C@@H]1(C[C@H](O)[C@H](O1)CO)N1C=2N=C3N(C(C2N=C1)=O)C=CC=N3 3-(2-deoxy-β-D-erythro-pentofuranosyl)pyrimido[1,2-a]purin-10(3H)-one